tert-Butyl (R)-2-(1-((4-(N,N-diethylsulfamoyl)phenyl)sulfonyl)piperidine-3-carbonyl)-2,6-diazaspiro[3.4]octane-6-carboxylate C(C)N(S(=O)(=O)C1=CC=C(C=C1)S(=O)(=O)N1C[C@@H](CCC1)C(=O)N1CC2(C1)CN(CC2)C(=O)OC(C)(C)C)CC